N1CC=CC(C1)=O Pyridin-5(1H)-one